6-Methyl-5-(8-methyl-[1,2,4]triazolo[1,5-a]pyridin-6-yl)-1-((3R)-1-((tetrahydrofuran-3-yl)methyl)piperidin-3-yl)-1,3-dihydro-2H-benzo[d]imidazol-2-on CC=1C(=CC2=C(N(C(N2)=O)[C@H]2CN(CCC2)CC2COCC2)C1)C=1C=C(C=2N(C1)N=CN2)C